3-((2-methylindolin-1-yl)sulfonyl)-N-(3-sulfamoylphenyl)benzamide CC1N(C2=CC=CC=C2C1)S(=O)(=O)C=1C=C(C(=O)NC2=CC(=CC=C2)S(N)(=O)=O)C=CC1